3-((3,5-Difluoro-4-((2-(trifluoromethyl)pyrimidin-5-yl)oxy)benzyl)oxy)-7,8,8a,9-tetrahydropyrrolo[1',2':3,4]imidazo[1,2-c]pyrimidin-1(6H)-one FC=1C=C(COC=2C=C3N(C(N2)=O)CC2N3CCC2)C=C(C1OC=1C=NC(=NC1)C(F)(F)F)F